4-trifluoromethyl-perfluoromorpholine FC(N1C(C(OC(C1(F)F)(F)F)(F)F)(F)F)(F)F